FC(OC1=CC=CN2C1=NC1=C2CC(C=2C=C(C(NC12)=O)C(=O)O)C(C)C)F 11-(difluoromethoxy)-5-isopropyl-2-oxo-1,2,5,6-tetrahydropyrido[2',1':2,3]imidazo[4,5-h]quinoline-3-carboxylic acid